BrC(CC(C)(Br)Br)(C)Br tetrabromopentane